(±)-3-(3-fluoro-4-methoxyphenyl)-3-(3-(3-(5,6,7,8-tetrahydro-1,8-naphthyridin-2-yl)propyl)-1H-pyrazol-1-yl)propionic acid FC=1C=C(C=CC1OC)[C@@H](CC(=O)O)N1N=C(C=C1)CCCC1=NC=2NCCCC2C=C1 |r|